F[P-](F)(F)(F)(F)F.N1(N=NC2=C1C=CC=C2)O[P+](N(C)C)(N(C)C)N(C)C benzotriazole-1-yl-oxy-tris(dimethylamino)-phosphonium hexafluorophosphate